4-(((6-methoxypyrido[3,4-d]pyrimidin-4-yl)amino)methyl)benzenesulfonamide COC1=CC2=C(N=CN=C2NCC2=CC=C(C=C2)S(=O)(=O)N)C=N1